BrC1=CC(=NC(=C1)C(F)(F)F)C(=O)NC1=NC=CC(=C1)[C@H](C)SC1=NN=CN1C 4-bromo-N-[4-[(1S)-1-[(4-methyl-1,2,4-triazol-3-yl)sulfanyl]ethyl]-2-pyridyl]-6-(trifluoromethyl)pyridine-2-carboxamide